3-iodo-5-(trifluoromethyl)pyridin-2-amine IC=1C(=NC=C(C1)C(F)(F)F)N